O[C@H](C(C(=O)O)=C)C (3S)-3-hydroxy-2-methylene-butanoic acid